CC1=C(C(=C(C1([Hf]C1(C=CC2=CC=3CC(CC3C=C12)(CC)CC)CC(C)C1=CC=CC=C1)C)C)C)C pentamethylcyclopentadienyl(1-(2-phenylpropyl)-6,6-diethyl-1,5,6,7-tetrahydro-s-indacenyl)hafnium